ClC1=C(C(=O)NC2=NC=CC(=C2)C#N)C=CC=C1 2-chloro-N-(4-cyanopyridin-2-yl)benzamide